6-amino-4-(((1-methoxycyclopropyl)methyl)amino)nicotinonitrile NC1=NC=C(C#N)C(=C1)NCC1(CC1)OC